FC(C=1C=CC(=NC1)C(C)NC(C(N)=O)=O)(F)F N'-[1-[5-(trifluoromethyl)-2-pyridyl]ethyl]oxamide